CC1(OB(OC1(C)C)C1=CC(=NC(=C1)C(F)(F)F)C(F)(F)F)C 4-(4,4,5,5-tetramethyl-1,3,2-Dioxaborolan-2-yl)-2,6-bis(trifluoromethyl)pyridine